FC1=CC=C(COC2=C(C(=CC(=C2)O)O)C(=O)N2CC3=CC=CC(=C3C2)NC2COCC2)C=C1 (2-((4-Fluorobenzyl)oxy)-4,6-dihydroxyphenyl)(4-((tetrahydrofuran-3-yl)amino)isoindolin-2-yl)methanone